1-Methyl-2-[3-(4-quinolin-4-ylphenyl)-1H-pyrazol-4-yl]-2,3-dihydroquinazolin-4-one CN1C(NC(C2=CC=CC=C12)=O)C=1C(=NNC1)C1=CC=C(C=C1)C1=CC=NC2=CC=CC=C12